C(C(C)(C)C)(=O)OCOC1=C2C(=CN(C2=CC=C1)COCCOC)CCN(C)C ((3-(2-(dimethylamino)ethyl)-1-((2-methoxyethoxy)methyl)-1H-indol-4-yl)oxy)methyl pivalate